(R)-4-methyl-2-oxazolidinone C[C@H]1NC(OC1)=O